3-cyclopropyl-7-methoxy-3,4-dihydroacridine-1,9(2H,10H)-dione C1(CC1)C1CC(C=2C(C3=CC(=CC=C3NC2C1)OC)=O)=O